2-(4-(5-((5-cyano-4-(4-fluorophenyl)thiazol-2-yl)(ethyl)amino)-6-ethylimidazo[2,1-b]Thiazol-2-yl)piperidin-1-yl)acetic acid C(#N)C1=C(N=C(S1)N(C1=C(N=C2SC(=CN21)C2CCN(CC2)CC(=O)O)CC)CC)C2=CC=C(C=C2)F